[Na+].C(CCCCCCCCCCCCCC)S(=O)(=O)[O-] 1-pentadecanyl-sulfonic acid sodium salt